C1[C@H]([C@@H]([C@H]([C@@H]([C@H]1[NH3+])O[C@@H]2[C@@H]([C@H]([C@@H]([C@H](O2)C[NH3+])O)O)[NH3+])O[C@H]3[C@@H]([C@@H]([C@H](O3)CO)O)O)O)[NH3+] The molecule is an organic cation obtained by protonation of the four amino groups of ribostamycin; major species at pH 7.3. It is an ammonium ion derivative and an organic cation. It is a conjugate acid of a ribostamycin.